OC[N+]1=C(C=CC=C1)CO 1,2-bis(hydroxymethyl)pyridinium